2-[(2-chloro-4-ethoxy-phenyl)methylamino]-5-propyl-4H-[1,2,4]triazolo[1,5-a]pyrimidin-7-one ClC1=C(C=CC(=C1)OCC)CNC1=NN2C(NC(=CC2=O)CCC)=N1